N-benzyl-2-hydroxy-N,N-dimethylethanaminium C(C1=CC=CC=C1)[N+](CCO)(C)C